C1=CCCCCCCCCCC1 CYCLODODECENE